ClC=1C=C(C=CC1)N1[C@H]([C@@H](N(CC1)C(=O)C1=CC(=C(C=C1)[S@](=O)CC(=O)OCC)F)C)C |&1:21| (±)-Ethyl 2-((4-(4-(3-chlorophenyl)-trans-2,3-dimethylpiperazine-1-carbonyl)-2-fluorophenyl)sulfinyl)acetate